(3S)-N-[(1S)-2-amino-1-[[(3R)-5,5-dimethyl-2-oxo-pyrrolidin-3-yl]methyl]-2-oxo-ethyl]-2-[(2S)-3,3-dimethyl-2-[(2,2,2-trifluoroacetyl)amino]butanoyl]-2-azaspiro[4.5]decane-3-carboxamide NC([C@H](C[C@H]1C(NC(C1)(C)C)=O)NC(=O)[C@H]1N(CC2(C1)CCCCC2)C([C@H](C(C)(C)C)NC(C(F)(F)F)=O)=O)=O